((7-bromo-1-chloroisoquinolin-5-yl)sulfonyl)-N,N-dimethylformamide BrC1=CC(=C2C=CN=C(C2=C1)Cl)S(=O)(=O)C(=O)N(C)C